Ditert-butyl (2S,5R)-2-(hydroxymethyl)-5-methyl-piperazine-1,4-dicarboxylate OC[C@H]1N(C[C@H](N(C1)C(=O)OC(C)(C)C)C)C(=O)OC(C)(C)C